FC1(CCC2=C(C=CC=C12)[C@@H](C)N)F (1R)-1-(1,1-difluoro-2,3-dihydro-1H-inden-4-yl)ethan-1-amine